NCC1=NC2=CC(=CC=C2C(N1)=O)C=1C=NN(C1C1=C(C#N)C(=CC(=C1F)Cl)N=[N+]=[N-])C (2S)-2-(4-(2-(aminomethyl)-4-oxo-3,4-dihydroquinazolin-7-yl)-1-methyl-1H-pyrazol-5-yl)-6-azido-4-chloro-3-fluorobenzonitrile